tertiary butyl-arsine silver zinc cadmium [Cd].[Zn].[Ag].C(C)(C)(C)[AsH2]